COC(C1=C(C=NC=C1)C1=C(C(=CC=C1OC)Cl)F)=O 3-(3-chloro-2-fluoro-6-methoxyphenyl)isonicotinic acid methyl ester